4-({(1-cyclopropylisoquinolin-3-yl)[4-(trifluoromethoxy)benzyl]amino}sulfonyl)benzoic acid C1(CC1)C1=NC(=CC2=CC=CC=C12)N(S(=O)(=O)C1=CC=C(C(=O)O)C=C1)CC1=CC=C(C=C1)OC(F)(F)F